NC=1C=C(C=CC1N)C(C#N)(C)C 2-(3,4-diaminophenyl)-2-methylpropanenitrile